OCCN(C)C1=CC=C(C=O)C=C1 4-(N-(2-hydroxyethyl)-N-methylamino)benzaldehyde